C1(=CC=CC=C1)NCC(C(OCC)OCC)[SiH3] alpha-N-phenylaminomethyldiethoxyethylsilane